C(C)C1CC(C2=CC=CC=C12)C1=C(C(=C(C2=CC=CC=C12)C(=O)N)C1CCC2=CC=CC=C12)[C@H]1CCC2=CC=CC=C12 (3S)-3-ethyl-indan-yl-indan-3-yl-indan-yl-naphth-carboxamide